6-(3-(2-(1-(1-methyl-6-oxo-1,6-dihydropyridin-2-yl)cyclobutoxy)acetyl)-3,8-diazabicyclo[3.2.1]octan-8-yl)nicotinonitrile CN1C(=CC=CC1=O)C1(CCC1)OCC(=O)N1CC2CCC(C1)N2C2=NC=C(C#N)C=C2